7-CHLORO-1H-PYRAZOLO[3,4-C]PYRIDINE-4-BORONIC ACID ClC1=NC=C(C2=C1NN=C2)B(O)O